N-methyl-N-propylpyrrolidinium bis(trifluoromethylsulfonyl)imide [N-](S(=O)(=O)C(F)(F)F)S(=O)(=O)C(F)(F)F.C[N+]1(CCCC1)CCC